C(C#CC)NC(C1=CN=C(C=C1OC)N1N=CC=C1)=O N-(but-2-yn-1-yl)-4-methoxy-6-(1H-pyrazol-1-yl)nicotinamide